N-(((2R,4R)-4-hydroxypyrrolidin-2-yl)methyl)-4-(7H-pyrrolo[2,3-d]pyrimidin-4-yl)-3,4-dihydro-2H-1,4-thiazine-6-carboxamide hydrochloride Cl.O[C@@H]1C[C@@H](NC1)CNC(=O)C1=CN(CCS1)C=1C2=C(N=CN1)NC=C2